(E)-N-(3'-(1-((5-cyclopropyl-1H-pyrazol-3-yl)amino)-1-oxopropan-2-yl)-2-fluoro-[1,1'-biphenyl]-4-yl)-4-(dimethylamino)but-2-enamide C1(CC1)C1=CC(=NN1)NC(C(C)C=1C=C(C=CC1)C1=C(C=C(C=C1)NC(\C=C\CN(C)C)=O)F)=O